C(C)(=O)O.C(C)(=O)O.C1(=CC=CC=C1)C1=CC=CC=C1 biphenyl diacetate